ethyl 1-amino-5-(3-methoxy-2-methylphenyl)-4-phenyl-1H-pyrrole-3-carboxylate NN1C=C(C(=C1C1=C(C(=CC=C1)OC)C)C1=CC=CC=C1)C(=O)OCC